5-{[(2,2-Dimethylpropanoyl)amino]methyl}-N-[1-(6-methylpyridin-3-yl)-1H-indazol-4-yl]-2-(trifluoromethyl)benzamide hydrochloride Cl.CC(C(=O)NCC=1C=CC(=C(C(=O)NC2=C3C=NN(C3=CC=C2)C=2C=NC(=CC2)C)C1)C(F)(F)F)(C)C